C1=CC=CC=2C3=CC=CC=C3C(C12)N([C@H](C(=O)O)CC1=CC=C(C=C1)OC)C(=O)OC (2S)-2-(9H-fluoren-9-yl-methoxycarbonylamino)-3-(4-methoxyphenyl)propanoic acid